C1(=CC=CC=C1)N=C(C(=C)C1=CC=CC=C1)C1=CC=CC=C1 N,1,2-triphenylprop-2-ene-1-imine